C(C)(C)(C)OC(=O)N1C[C@@H]2N(C3=CC=C(C=C3NC2)Br)CC1 (R)-8-bromo-4,4a,5,6-tetrahydro-1H-pyrazino[1,2-a]quinoxaline-3(2H)-carboxylic acid tert-butyl ester